N-(3-methylphenyl)-5-phenyl-1,3-oxazol-2-amine CC=1C=C(C=CC1)NC=1OC(=CN1)C1=CC=CC=C1